N-(4-methyl-benzyl)-2-(1-oxo-1,2-dihydro-2,3,9-triaza-fluoren-9-yl)-acetamide CC1=CC=C(CNC(CN2C3=CC=CC=C3C=3C=NNC(C23)=O)=O)C=C1